C(#N)CCCC(C(C(=O)OC(C)(C)C)O)=C=O tert-butyl 6-cyano-(5R)-hydroxy-3-carbonylhexanoate